3-(trimethoxysilyl)-propylammonium chloride [Cl-].CO[Si](CCC[NH3+])(OC)OC